OC1=C(C2=C(C=CC(O2)=O)C=C1)C=O 7-hydroxy-2-oxo-2H-benzopyran-8-carbaldehyde